(2R,3S)-3-((5-fluoro-2-(2-methoxy-7-methylquinoxalin-5-yl)benzo[d]thiazol-6-yl)oxy)butan-2-yl (6-(pyrrolidin-1-yl)pyridin-3-yl)carbamate N1(CCCC1)C1=CC=C(C=N1)NC(O[C@H](C)[C@H](C)OC1=CC2=C(N=C(S2)C2=C3N=CC(=NC3=CC(=C2)C)OC)C=C1F)=O